FC(C)(C)C=1C(=NON1)C(=O)N 4-(2-fluoropropan-2-yl)-1,2,5-oxadiazole-3-carboxamide